(±)-trans-4-phenyl-N-[4-(pyrid-3-ylamino)phenyl]Pyrrolidine-3-carboxamide C1(=CC=CC=C1)[C@H]1[C@@H](CNC1)C(=O)NC1=CC=C(C=C1)NC=1C=NC=CC1 |r|